[Li].OOO hydroxyl oxide, lithium salt